tert-Butyl 4-[[1-[3-[(2-methoxypyrimidin-5-yl)-methyl-carbamoyl]phenyl]-3-(trifluoromethyl)-4,5,6,7-tetrahydroindazol-7-yl]oxy]benzoate COC1=NC=C(C=N1)N(C(=O)C=1C=C(C=CC1)N1N=C(C=2CCCC(C12)OC1=CC=C(C(=O)OC(C)(C)C)C=C1)C(F)(F)F)C